CC1(CC(C(O1)C(=O)OCC)=O)C(F)(F)F ethyl rac-5-methyl-3-oxo-5-(trifluoromethyl)tetrahydrofuran-2-carboxylate